4-Fluoro-indole-3-carboxaldehyde FC1=C2C(=CNC2=CC=C1)C=O